3-(1-Acryloylpyrrolidin-3-yl)-7-amino-1-(4-phenoxyphenyl)-1,5-dihydro-4H-pyrrolo[2,3-d]pyridazin-4-on C(C=C)(=O)N1CC(CC1)C1=CN(C=2C(=NNC(C21)=O)N)C2=CC=C(C=C2)OC2=CC=CC=C2